N-[(1s,2s)-2-hydroxycyclohexyl]-4-[4-(4-fluoropyridin-2-yl)-benzyl]-pyrrolo[1,2-b]pyridazine-2-carboxamide O[C@@H]1[C@H](CCCC1)NC(=O)C=1C=C(C=2N(N1)C=CC2)CC2=CC=C(C=C2)C2=NC=CC(=C2)F